(2r,3r)-3-(4-(6-chloro-4-oxo-3,4-dihydro-7H-pyrrolo[2,3-d]pyrimidin-7-yl)phenyl)-2-methylmorpholine-4-carboxylic acid tert-butyl ester C(C)(C)(C)OC(=O)N1[C@@H]([C@H](OCC1)C)C1=CC=C(C=C1)N1C(=CC2=C1N=CNC2=O)Cl